1-(9H-fluoren-9-yl)-13-methyl-3,6-dioxo-2,9,12-trioxa-4,7-diazatetradecane C1=CC=CC=2C3=CC=CC=C3C(C12)COC(NCC(NCOCCOC(C)C)=O)=O